(2,3-dihydroxypropyl) acrylate C(C=C)(=O)OCC(CO)O